CC1(OB(OC1(C)C)C1=CC=C(C=C1)S(=O)(=O)N1CCOCC1)C 4-((4-(4,4,5,5-tetramethyl-1,3,2-dioxaborolan-2-yl)phenyl)sulfonyl)morpholine